S(OC1=CC=C(C=C1)OCC1=C(C=C(C=C1F)N1N=C(N=C1C)C(N)=O)F)(=O)(=O)F 4-((4-(3-carbamoyl-5-methyl-1H-1,2,4-triazol-1-yl)-2,6-difluorobenzyl)oxy)phenyl sulfurofluoridate